C(C)(C)(C)OC(=O)N1CCN(CC1)C1=NC=CC(=C1)N[C@H]1C(NC(CC1)=O)=O.C(CC)[Si](Cl)(Cl)C |r| propyl-methyl-dichlorosilane tert-Butyl-(±)-4-(4-((2,6-dioxopiperidin-3-yl)amino)pyridin-2-yl)piperazine-1-carboxylate